(E)-4-(5-((Z)-4-ethylbenzylidene)-2,4-dioxothiazolidin-3-yl)but-2-enoic acid C(C)C1=CC=C(\C=C/2\C(N(C(S2)=O)C/C=C/C(=O)O)=O)C=C1